2-(1,1-difluoroethyl)morpholine hydrochloride Cl.FC(C)(F)C1CNCCO1